1-(3-bromophenyl)-3-methylene-cyclobutanecarboxamide BrC=1C=C(C=CC1)C1(CC(C1)=C)C(=O)N